4-bromo-5-chloro-9-(4-methylphenyl)sulfonyl-2,9-diazabicyclo[4.3.0]nonane BrC1CNC2N(CCC2C1Cl)S(=O)(=O)C1=CC=C(C=C1)C